COC=1C=C(CCN)C=C(C1OCC)OC 3,5-dimethoxy-4-ethoxyphenethylamine